CC1=CC(NC2=CC=C(C=C12)CC(=O)N1CCC(CC1)CCNC(=O)C=1N=CC2=CC=CC=C2C1)=O N-(2-(1-(2-(4-methyl-2-oxo-1,2-dihydroquinolin-6-yl)acetyl)piperidin-4-yl)ethyl)isoquinoline-3-carboxamide